[NH4+].C(CCCCCCCC)C(C(C(=O)[O-])S(=O)(=O)[O-])(C(=O)[O-])CCCCCCCCC.[NH4+].[NH4+] Dinonyl-sulfosuccinic acid ammonium salt